S1C=NC2=C1C=CC(=C2)C2=CN=C(N2)C2CN1C(CC3(CC3)[C@@H]1C1=C2C=2C(=C(C=NC1)Cl)C(=CC(C2)=O)F)=O |o1:22| (R*)-12-(5-(Benzo[d]thiazol-5-yl)-1H-imidazol-2-yl)-7-chloro-8-fluoro-13,14-dihydro-2H-spiro[benzo[5,6]azocino[4,3-g]indolizine-3,1'-cyclopropane]-1,10(4H,12H)-dione